5-amino-1-tert-butyl-N-(3-(7-{[(3S,4R)-3-fluoro-1-methylpiperidin-4-yl]amino}-3-(propan-2-yl)pyrazolo[1,5-a]pyridin-2-yl)prop-2-yn-1-yl)-1H-pyrazole-4-carboxamide NC1=C(C=NN1C(C)(C)C)C(=O)NCC#CC1=NN2C(C=CC=C2N[C@H]2[C@H](CN(CC2)C)F)=C1C(C)C